ClC1=C2C(=NC=C1)NC(=C2)I 4-chloro-2-iodo-pyrrolo[2,3-b]pyridine